(2S)-4-(bicyclo[1.1.1]pentan-1-yl)-N-((S)-1-cyano-2-((S)-2-oxopyrrolidin-3-yl)ethyl)-1-(4-methoxy-1H-indole-2-carbonyl)pyrrolidine-2-carboxamide C12(CC(C1)C2)C2C[C@H](N(C2)C(=O)C=2NC1=CC=CC(=C1C2)OC)C(=O)N[C@@H](C[C@H]2C(NCC2)=O)C#N